(Z)-1-(2-chloro-4-(1-(5-(trifluoromethyl)pyridin-2-yl)-1H-1,2,4-triazol-3-yl)phenyl)-3-(3-(2-isopropyl-5-methylphenyl)-4-oxothiazolidin-2-ylidene)urea ClC1=C(C=CC(=C1)C1=NN(C=N1)C1=NC=C(C=C1)C(F)(F)F)NC(=O)\N=C\1/SCC(N1C1=C(C=CC(=C1)C)C(C)C)=O